N-(3-methylbenzyl)quinolin-4-amine CC=1C=C(CNC2=CC=NC3=CC=CC=C23)C=CC1